6,7-dihydro-5H-cyclopenta[b]pyridin-6-yl 6,7-dimethyl-4-(methylamino)-1,3-dihydro-2H-pyrrolo[3,4-c]pyridine-2-carboxylate CC1=C(C2=C(C(=N1)NC)CN(C2)C(=O)OC2CC=1C(=NC=CC1)C2)C